FC(S(=O)(=O)OC=1C(CN(CC1)C)C)(F)F 1,3-dimethyl-1,2,3,6-tetrahydropyridin-4-yl trifluoromethanesulfonate